((3R,5S)-5-trifluoromethyl-piperidin-3-yl)-carbamic acid tert-butyl ester C(C)(C)(C)OC(N[C@H]1CNC[C@H](C1)C(F)(F)F)=O